(2R)-7-amino-4-benzyl-8-fluoro-2-methyl-3-oxo-2H-1,4-benzoxazine-6-carbonitrile NC1=C(C2=C(N(C([C@H](O2)C)=O)CC2=CC=CC=C2)C=C1C#N)F